ClC1=C(C=CC=C1OC)C1=C(C2=C(N=C(N=C2NCCOC)C=2N=CN(C2)C)S1)C1=CC=C(C=C1)OC 6-(2-Chloro-3-methoxyphenyl)-N-(2-methoxyethyl)-5-(4-methoxyphenyl)-2-(1-methyl-1H-imidazol-4-yl)thieno[2,3-d]pyrimidin-4-amine